FC1=CC=C(/C=C/C2N(CCCC(C2)(C)C)S(=O)(=O)C2=CC=C(C)C=C2)C=C1 (E)-2-(4-fluorostyryl)-4,4-dimethyl-1-tosylazepane